[6-(4-isobutylpiperazin-1-yl)pyridin-3-yl]-boronic acid C(C(C)C)N1CCN(CC1)C1=CC=C(C=N1)B(O)O